{3-[4-({1-[(1s,4s)-4-hydroxycyclohexyl]piperidin-4-yl}amino)-1-(2,2,2-trifluoroethyl)-1H-indol-2-yl]prop-2-yn-1-yl{amino}pyridin-2-yl}propanenitrile OC1CCC(CC1)N1CCC(CC1)NC1=C2C=C(N(C2=CC=C1)CC(F)(F)F)C#CCC1=C(C(=NC=C1)C(C#N)C)N